(2-chlorophenyl)-4-((2-((4-((1-(1-(4-(4-(2,6-dioxopiperidin-3-yl)phenyl)piperazin-1-yl)propan-2-yl)piperidin-4-yl)carbamoyl)phenyl)amino)-5-fluoropyrimidin-4-yl)amino)benzamide ClC1=C(C=CC=C1)C1=C(C(=O)N)C=CC(=C1)NC1=NC(=NC=C1F)NC1=CC=C(C=C1)C(NC1CCN(CC1)C(CN1CCN(CC1)C1=CC=C(C=C1)C1C(NC(CC1)=O)=O)C)=O